ClC=1C(=NN(C1)CCC1CCN(CC1)C(=O)C1CC1)C(=O)NC1=NC=C(C=C1C)C#CC1=CC(=CC=C1)F 4-chloro-1-(2-(1-(cyclopropanecarbonyl)piperidin-4-yl)ethyl)-N-(5-((3-fluorophenyl)ethynyl)-3-methylpyridin-2-yl)-1H-pyrazole-3-carboxamide